C(C)(C)(C)OC(=O)N1C[C@@H](CCC1)NC1=C2C(=NC(=N1)Cl)NN=C2.FC(C=2C=CC=C1C(CCSC21)=O)(F)F 8-(Trifluoromethyl)thiochroman-4-one tert-butyl-(R)-3-((6-chloro-1H-pyrazolo[3,4-d]pyrimidin-4-yl)amino)piperidine-1-carboxylate